C(CCCCCCC#C)O non-8-yne-1-ol